tert-butyl (5-((5-amino-2-(2H-1,2,3-triazol-2-yl)pyridine-4-yl)amino)tetrahydro-2H-pyran-3-yl)carbamate NC=1C(=CC(=NC1)N1N=CC=N1)NC1CC(COC1)NC(OC(C)(C)C)=O